C(C)(C)(C)OC(NC=1C=C(C2=C(OCCO2)C1)OCCCCl)=O [5-(3-Chloropropoxy)-2,3-dihydro-1,4-Benzodioxin-7-yl]carbamic acid tert-butyl ester